Magnesium oleat C(CCCCCCC\C=C/CCCCCCCC)(=O)[O-].[Mg+2].C(CCCCCCC\C=C/CCCCCCCC)(=O)[O-]